(Z)-5-((2-(4-(tert-butyl)phenyl)pyridin-4-yl)methylene)thiazolidine-2,4-dione C(C)(C)(C)C1=CC=C(C=C1)C1=NC=CC(=C1)\C=C/1\C(NC(S1)=O)=O